[4-[1-(2,6-Dioxopiperidin-3-yl)-3-methyl-2-oxo-1,3-benzodiazol-4-yl]but-3-yn-1-yl]carbamic acid tert-butyl ester C(C)(C)(C)OC(NCCC#CC1=CC=CC=2N(C(N(C21)C)=O)C2C(NC(CC2)=O)=O)=O